(S)-6-(1-amino-1,3-dihydrospiro[indene-2,4'-piperidin]-1'-yl)-3-(1-(5,6,7,8-tetrahydro-1,8-naphthyridin-4-yl)cyclopropyl)-1,5-dihydro-4H-pyrazolo[3,4-d]pyrimidin-4-one N[C@@H]1C2=CC=CC=C2CC12CCN(CC2)C=2NC(C1=C(N2)NN=C1C1(CC1)C1=CC=NC=2NCCCC12)=O